C1(CC1)S(=O)(=O)NC1=NC=CC(=N1)C1(CCC(CC1)N(C1COC1)C)C(=O)NC1=NC=C(C=C1)C1=NC(=CN=C1)OCC 1-(2-(cyclopropanesulfonamido)pyrimidin-4-yl)-N-(5-(6-ethoxypyrazin-2-yl)pyridin-2-yl)-4-(methyl(oxetan-3-yl)amino)cyclohexane-1-carboxamide